2-(4-(4-amino-1-(propan-2-yl-1,1,1,3,3,3-d6)-1H-pyrazolo[3,4-d]pyrimidin-3-yl)phenyl)acetic Acid NC1=C2C(=NC=N1)N(N=C2C2=CC=C(C=C2)CC(=O)O)C(C([2H])([2H])[2H])C([2H])([2H])[2H]